11-methyldibenzo[b,f][1,5]diazocine CN1CC2=C(N=CC3=C1C=CC=C3)C=CC=C2